(4-(difluoromethoxy)-3-methoxyphenyl)-4-oxo-2-(trifluoromethyl)butanethiol FC(OC1=C(C=C(C=C1)C(C(CC=O)C(F)(F)F)S)OC)F